CC1(CC(C1)=C)C(=O)NC1=CNC2=CC=C(C=C12)OCC1=CC=C(C=C1)C(F)(F)F 1-methyl-3-methylene-N-(5-((4-(trifluoromethyl)benzyl)oxy)-1H-indol-3-yl)cyclobutane-1-carboxamide